4-Chloro-N-(2-(2,6-dioxopiperidin-3-yl)-1,3-dioxoisoindolin-4-yl)butanamide ClCCCC(=O)NC1=C2C(N(C(C2=CC=C1)=O)C1C(NC(CC1)=O)=O)=O